4,5-dichlorophenol ClC1=CC=C(C=C1Cl)O